NCC=1C=C(C=CC1N1[C@@H](CN(CC1)C(=O)OC(C)(C)C)CC)C1=C(C=CC=C1)OCC tert-butyl (R)-4-(3-(aminomethyl)-2'-ethoxy-[1,1'-biphenyl]-4-yl)-3-ethylpiperazine-1-carboxylate